[C@H]12OCC[C@@H]2C[C@H]1NC(=O)C1=CN=C2N1N=C(C=C2NC)NC=2C(N(C=CC2)C2CCC1(COC1)CC2)=O N-((1R,5S,7R)-2-oxabicyclo[3.2.0]hept-7-yl)-8-(methylamino)-6-((2-oxo-1-(2-oxaspiro[3.5]non-7-yl)-1,2-dihydropyridin-3-yl)amino)imidazo[1,2-b]pyridazine-3-carboxamide